6-(Tosylthio)hexyl Benzoate C(C1=CC=CC=C1)(=O)OCCCCCCSS(=O)(=O)C1=CC=C(C)C=C1